BrC1=CC=2N=C(N=C(C2N=C1)NC=1C(=C(C=CC1)C1=C(C(=CC=C1)C=1N=C(C(=NC1)C=O)OC)Cl)C)C(F)F 5-(3'-((7-bromo-2-(difluoromethyl)pyrido[3,2-d]pyrimidin-4-yl)amino)-2-chloro-2'-methyl-[1,1'-biphenyl]-3-yl)-3-methoxypyrazine-2-carbaldehyde